ClC=1C=C(C=CC1)[C@H](C)NC(CN1C(NC2=CC=CC=C2C1=O)=O)=O (S)-N-(1-(3-chlorophenyl)ethyl)-2-(2,4-dioxo-1,4-dihydroquinazolin-3(2H)-yl)acetamide